(R)-1-(2-methylpyrrolidin-1-yl)-2-(4-phenyl-3,4-dihydroquinoxaline-1(2H)-yl)ethan-1-one C[C@H]1N(CCC1)C(CN1CCN(C2=CC=CC=C12)C1=CC=CC=C1)=O